O=C1NC(CCC1N1C(C2=CC=C(C=C2C1=O)N1CC(CC1)CN1CCC(CC1)C1=CC=C(C=C1)NC1=CC(=NC=C1C(=O)N)N1CCCCC1)=O)=O 4-((4-(1-((1-(2-(2,6-dioxopiperidin-3-yl)-1,3-dioxoisoindolin-5-yl)pyrrolidine-3-yl)methyl)piperidin-4-yl)phenyl)amino)-6-(piperidin-1-yl)nicotinamide